2-((4-Chloro-2-fluorobenzyl)oxy)-5,8-dihydropyrido[3,4-d]pyrimidine-7(6H)-carboxylic acid tert-butyl ester C(C)(C)(C)OC(=O)N1CC=2N=C(N=CC2CC1)OCC1=C(C=C(C=C1)Cl)F